ClC1=CC=C(C=C1)C1=C(CCC(C1)(C)C)CN1CCN(CCC1)C(=O)C=1C=C2CN(C(C2=CC1)=O)C1C(NC(CC1)=O)=O 3-(5-(4-((4'-chloro-5,5-dimethyl-3,4,5,6-tetrahydro-[1,1'-biphenyl]-2-yl)methyl)-1,4-diazepane-1-carbonyl)-1-oxoisoindolin-2-yl)piperidine-2,6-dione